FC(CN1C=CC2=C1N=CN=C2OC2=CC=C(C=C2)NC(CC2=CC=C(C=C2)C(F)(F)F)=O)(F)F N-(4-((7-(2,2,2-trifluoroethyl)-7H-pyrrolo[2,3-D]pyrimidin-4-yl)oxy)phenyl)-2-(4-(Trifluoromethyl)phenyl)acetamide